C(C)(C)(C)OC(=O)NCCN(C=1SC=C(N1)C(=O)OCC)C=1C=C(C=CC1C)C1=CC=C(C=C1)CCN1CCN(CC1)C Ethyl 2-((2-((tert-butoxycarbonyl)amino)ethyl)(4-methyl-4'-(2-(4-methylpiperazin-1-yl)ethyl)-[1,1'-biphenyl]-3-yl)amino)thiazole-4-carboxylate